ClC=1C=C(C=CC1)NC=1SC=C(N1)C=1SC=C(N1)C=1C=NC=CC1 N-(3-chlorophenyl)-4-(pyridin-3-yl)-[2,4'-bithiazole]-2'-amine